C1(CCC(CC1)C(C)C)(C)OCC(CO)(O)C 3-(1-menthoxy)-2-methyl-1,2-propanediol